(S)-2-methyl-1-phenylpropan-1-amine CC([C@H](N)C1=CC=CC=C1)C